1-[(6-{6,6-Difluoro-3-azabicyclo[3.1.0]hex-3-yl}-2-formylpyridin-3-yl)methyl]-1H-pyrazole-4-carboxylic acid ethyl ester C(C)OC(=O)C=1C=NN(C1)CC=1C(=NC(=CC1)N1CC2C(C2C1)(F)F)C=O